C12N(CC(NC1)CC2)C=2C1=C(N=C(N2)OC([2H])([2H])[C@]23CCCN3C[C@@H](C2)F)C(=C(N=C1)C=1C=C(C=C(C1C(F)(F)F)Cl)O)F 3-(4-(2,5-Diazabicyclo[2.2.2]octan-2-yl)-8-fluoro-2-(((2R,7aS)-2-fluorotetrahydro-1H-pyrrolizin-7a(5H)-yl)methoxy-d2)pyrido[4,3-d]pyrimidin-7-yl)-5-chloro-4-(trifluoromethyl)phenol